2-(3'-tert-butyl-5'-[2-(2-ethylhexyloxy)-carbonyl-ethyl]-2'-hydroxyphenyl)-5-chlorobenzotriazole C(C)(C)(C)C=1C(=C(C=C(C1)CCC(=O)OCC(CCCC)CC)N1N=C2C(=N1)C=CC(=C2)Cl)O